ClC1=C2C(=NC=C1)N=C(S2)CN2C(C1C(C1C2=O)(C)C)=O 3-((7-chlorothiazolo[4,5-b]pyridin-2-yl)methyl)-6,6-dimethyl-3-azabicyclo[3.1.0]hexane-2,4-dione